3-ethyl-N-(7-oxo-6,8-dihydro-5H-1,8-naphthyridin-3-yl)pyridine-4-carboxamide C(C)C=1C=NC=CC1C(=O)NC=1C=NC=2NC(CCC2C1)=O